OC1CC(C1)C(=O)N1CCCCC1 ((1r,3r)-3-hydroxycyclobutyl)(piperidin-1-yl)methanone